methyl 2-oxo-3H-1,3-benzoxazole-5-carboxylate O=C1OC2=C(N1)C=C(C=C2)C(=O)OC